benzyl-formamide C(C1=CC=CC=C1)NC=O